(4-methoxybenzyl)-N3-(2-(4-methoxyphenyl)quinolin-4-yl)-N1-methylpropane-1,3-diamine COC1=CC=C(CC(CCNC2=CC(=NC3=CC=CC=C23)C2=CC=C(C=C2)OC)NC)C=C1